2-(6-{Methyl-[(1s,4s)-4-(methylamino)cyclohexyl]amino}[1,3]thiazolo[4,5-c]pyridazin-3-yl)-5-(1H-pyrazol-4-yl)phenol-Dihydrochlorid Cl.Cl.CN(C=1SC2=C(N=NC(=C2)C2=C(C=C(C=C2)C=2C=NNC2)O)N1)C1CCC(CC1)NC